(R)-4-methyl-6-(5-methyl-4-((3-(4-methyl-1-oxo-1,3-dihydroisobenzofuran-5-yl)piperazin-1-yl)methyl)-1H-pyrazol-1-yl)pyridine-3-carbonitrile CC1=C(C=NC(=C1)N1N=CC(=C1C)CN1C[C@H](NCC1)C=1C(=C2COC(C2=CC1)=O)C)C#N